FC1=C(C(=CC=C1)F)C1=NCC2=C(C3=C1C=CC=C3)N=CN=C2 7-(2,6-difluorophenyl)-5H-pyrimido[5,4-d][2]benzazepin